N-[[6-[2-(4-Piperidyl)ethoxy]-2-pyridyl]sulfonyl]-2-(2,2,4-trimethylpyrrolidin-1-yl)pyridin-3-carboxamid N1CCC(CC1)CCOC1=CC=CC(=N1)S(=O)(=O)NC(=O)C=1C(=NC=CC1)N1C(CC(C1)C)(C)C